di-pentafluorophenyl carbonate C(OC1=C(C(=C(C(=C1F)F)F)F)F)(OC1=C(C(=C(C(=C1F)F)F)F)F)=O